6-Trifluoromethyl-5-methylpyridin-3-yl 2,4,6-tri-O-acetyl-3-azido-3-deoxy-1-thio-α-D-galactopyranoside C(C)(=O)O[C@H]1[C@@H](SC=2C=NC(=C(C2)C)C(F)(F)F)O[C@@H]([C@@H]([C@@H]1N=[N+]=[N-])OC(C)=O)COC(C)=O